BrC=1C=C(C=CC1C)S(=O)(=O)N(CCC)C 3-Bromo-N,4-dimethyl-N-propyl-benzenesulfonamide